[Si](=O)=O.[Cu] Copper-silicon dioxide